C(#N)C1=CC(=C(COC2=CC=CC(=N2)OC2CCN(CC2)CC2=NC3=C(N2C(C2(CC2)CC#N)C)C=C(C=C3F)C(=O)[O-])C=C1)F 2-((4-((6-((4-cyano-2-fluorobenzyl)oxy)pyridin-2-yl)oxy)piperidin-1-yl)methyl)-1-(Methyl (1-(cyanomethyl)cyclopropyl)methyl)-4-fluoro-1H-benzo[d]imidazole-6-carboxylate